FC(C1=CC=C(C=C1)NC(=O)C=1C=NOC1C)(F)F N-(4-trifluoromethyl-phenyl)-5-methyl-isoxazole-4-carboxamide